OCCOCCO (2-hydroxyethyl) ether